1,9-Diphenyl-3-(trifluoromethyl)-3H-pyrrolo[1,2-a]indol-3-ol C1(=CC=CC=C1)C1=CC(N2C1=C(C=1C=CC=CC21)C2=CC=CC=C2)(O)C(F)(F)F